tert-butyl (1R,2S,5S)-2-((S)-1-hydroxyethyl)-3,8-diazabicyclo[3.2.1]octane-8-carboxylate O[C@@H](C)[C@@H]1[C@H]2CC[C@@H](CN1)N2C(=O)OC(C)(C)C